6-(3,5-difluoroanilino)-3-methoxy-N-[(3-methyltetrahydrofuran-3-yl)methyl]pyridine-2-carboxamide FC=1C=C(NC2=CC=C(C(=N2)C(=O)NCC2(COCC2)C)OC)C=C(C1)F